ClC=1C=C(C(=O)OC)C=C(C1C)N=C(C1=CC=CC=C1)C1=CC=CC=C1 Methyl 3-chloro-5-[(diphenylmethylidene)amino]-4-methylbenzoate